3-[(2R,4R,5R)-5-[[bis(4-methoxyphenyl)-phenyl-methoxy]methyl]-4-hydroxy-tetrahydrofuran-2-yl]-5-prop-1-ynyl-1H-pyrimidine-2,4-dione COC1=CC=C(C=C1)C(OC[C@@H]1[C@@H](C[C@@H](O1)N1C(NC=C(C1=O)C#CC)=O)O)(C1=CC=CC=C1)C1=CC=C(C=C1)OC